[Si](C)(C)(C(C)(C)C)OCCN(CCNC)C N1-(2-((tert-butyldimethylsilyl)oxy)ethyl)-N1,N2-dimethylethane-1,2-diamine